2,6-di-2-ethylhexyl-phenol CCC(CC1=C(C=CC=C1)O)CCCCCC